hydroxyethyl-phenoxy-diethyl-phosphoramide acrylate C(C=C)(=O)O.OCCN(P(=O)(N(CC)CC)N)OC1=CC=CC=C1